3,7-dibromo-10-(2-(2,2-difluoromorpholino)ethyl)-10H-phenoxazine BrC=1C=CC=2N(C3=CC=C(C=C3OC2C1)Br)CCN1CC(OCC1)(F)F